9-(4-chlorophenyl)-2,3-dimethyl-7-[(2S)-2-(1-methylpyrazol-4-yl)morpholino]pyrido[1,2-a]pyrimidin-4-one ClC1=CC=C(C=C1)C1=CC(=CN2C1=NC(=C(C2=O)C)C)N2C[C@@H](OCC2)C=2C=NN(C2)C